OC1=CC=C(C=C1)C(=O)C=1C2=C(SC1C1=CC=C(C=C1)OC)C=C(C=C2)OC 4-hydroxyphenyl-(6-methoxy-2-(4-methoxyphenyl)benzo[b]-thiophen-3-yl)methanone